tert-butyl((S)-1-((2S,4R)-2-((4-(4-(difluoromethyl)thiazol-5-yl)benzyl)carbamoyl)-4-hydroxypyrrolidin-1-yl)-3-methyl-1-oxobutan-2-yl)carbamate C(C)(C)(C)OC(N[C@H](C(=O)N1[C@@H](C[C@H](C1)O)C(NCC1=CC=C(C=C1)C1=C(N=CS1)C(F)F)=O)C(C)C)=O